CC1C2C3C4C=CC(C3(C(C1)C2)C(=O)NCCCC)C4 8-methylbutylaminocarbonyl-tetracyclo[4.4.0.12,5.17,10]-3-dodecene